FC1=C(C(=C(C=C1OC)OC)F)C1=NC(=C2C=C(N=CC2=C1)N[C@H]1[C@H](COC1)NC(C=C)=O)NCCN(C)C N-((3R,4S)-4-((7-(2,6-difluoro-3,5-dimethoxyphenyl)-5-((2-(dimethylamino)ethyl)amino)-2,6-naphthyridin-3-yl)amino)tetrahydrofuran-3-yl)acrylamide